BrC1=C(C=CC=C1CC)CC 2-bromo-1,3-diethyl-benzene